OC1=C(C=CC(=C1)OCC(CCCCC)CC)N1N=C2C(=N1)C=CC=C2 2-[2'-hydroxy-4'-(2''-ethylheptyl)oxyphenyl]benzotriazole